NC1=NC(=C2N=CN(C2=N1)[C@H]1[C@@]([C@@H]([C@](O1)(CO)F)O)(F)Br)OCC (2S,3R,4S,5R)-5-(2-amino-6-ethoxy-9H-purin-9-yl)-4-bromo-2,4-difluoro-2-(hydroxymethyl)tetrahydrofuran-3-ol